3-(difluoromethyl)-4-{[3-(8-{[(3S,4R)-3-fluoro-1-methylpiperidin-4-yl]amino}-3-[(trifluoromethyl)sulfanyl]indolizin-2-yl)prop-2-yn-1-yl]amino}-N-methylbenzamide FC(C=1C=C(C(=O)NC)C=CC1NCC#CC=1C=C2C(=CC=CN2C1SC(F)(F)F)N[C@H]1[C@H](CN(CC1)C)F)F